C(C1=CC=CC=C1)OC(=O)N1[C@H](CN(CC1)C=1C2=C(N=C(N1)Cl)CN(CC2)C(=O)OC(C)(C)C)CC#N tert-Butyl 4-[(3S)-4-benzyloxycarbonyl-3-(cyanomethyl)piperazin-1-yl]-2-chloro-6,8-dihydro-5H-pyrido[3,4-d]pyrimidine-7-carboxylate